COC=1C=C(C=CC1[N+](=O)[O-])N1CCC2(CCN(CC2)C(=O)OC(C)(C)C)CC1 tert-butyl 9-(3-methoxy-4-nitrophenyl)-3,9-diazaspiro[5.5]undecane-3-carboxylate